C(C1=CC=CC=C1)OC1=NC=C(C=C1)N1N=CC=C1 2-(benzyloxy)-5-(1H-pyrazol-1-yl)pyridine